FC1=CC=C(C=C1)[C@@H]1N(CCC2=CC=CC=C12)C(=O)[C@H]1C[C@]2(CO2)CCO1 ((S)-1-(4-fluorophenyl)-3,4-dihydroisoquinolin-2(1H)-yl)((3S,5R)-1,6-dioxaspiro[2.5]octan-5-yl)methanone